4-[3-(6-cyclopropyl-3-pyridyl)-7,8-dihydro-5H-1,6-naphthyridin-6-yl]-6-fluoro-quinazoline C1(CC1)C1=CC=C(C=N1)C=1C=NC=2CCN(CC2C1)C1=NC=NC2=CC=C(C=C12)F